NC[C@H](C)N(C([C@@H](CC(=O)OC(C1=C(C=CC=C1)Cl)(C1=CC=CC=C1)C1=CC=CC=C1)C)=O)C (2-Chlorotrityl) (R)-4-(((S)-1-aminopropan-2-yl)(methyl)amino)-3-methyl-4-oxobutanoate